Methyl (3R)-3-[[(5S)-3-(3,5-difluorophenyl)-5-vinyl-4H-isoxazol-5-carbonyl]amino]-2,3-dihydrofuran-5-carboxylate FC=1C=C(C=C(C1)F)C1=NO[C@](C1)(C(=O)N[C@H]1COC(=C1)C(=O)OC)C=C